2-(3-(2-methoxyethoxy)phenoxy)ethanamine COCCOC=1C=C(OCCN)C=CC1